OC(CCCCC(=O)O)CCCCCCCCC 6-Hydroxy-pentadecanoic acid